4-[4-[(tert-butoxycarbonyl)amino]-1-methylimidazole-2-amido]-1-methylpyrrole-2-carboxylic acid C(C)(C)(C)OC(=O)NC=1N=C(N(C1)C)C(=O)NC=1C=C(N(C1)C)C(=O)O